OC[C@@H]1[C@@H]2[C@H](CN1C(=O)[C@H](C(C)(C)C)NC(OC(C)(C)C)=O)C21CC1 tert-butyl N-[(1S)-1-[(1R,2S,5S)-2-(hydroxymethyl)spiro[3-azabicyclo[3.1.0]hexane-6,1'-cyclopropane]-3-carbonyl]-2,2-dimethyl-propyl]carbamate